[N+](=O)([O-])C=1C=C(C=CC1)C1=NNC2=CC=CC=C12 3-(3-nitrophenyl)-1H-indazol